tert-butyl (R)-((1-(2-butoxy-5-chlorobenzyl)pyrrolidin-3-yl)methyl)carbamate C(CCC)OC1=C(CN2C[C@H](CC2)CNC(OC(C)(C)C)=O)C=C(C=C1)Cl